tert-butyl ((1R,5S,6r)-3-(5-(3-cyano-6-(2-hydroxy-2-methylpropoxy)pyrazolo[1,5-a]pyridin-4-yl)pyridin-2-yl)-3-azabicyclo[3.1.1]heptan-6-yl)carbamate C(#N)C=1C=NN2C1C(=CC(=C2)OCC(C)(C)O)C=2C=CC(=NC2)N2C[C@@H]1C([C@H](C2)C1)NC(OC(C)(C)C)=O